3-chloro-N-(3-cyano-1H-indol-7-yl)-1-(2-hydroxy-1,1-dimethyl-ethyl)pyrazole-4-sulfonamide ClC1=NN(C=C1S(=O)(=O)NC=1C=CC=C2C(=CNC12)C#N)C(CO)(C)C